Diphenyl(2,4,6-trimethylbenzoyl)-phosphine oxide C1(=CC=CC=C1)P(C(C1=C(C=C(C=C1C)C)C)=O)(C1=CC=CC=C1)=O